C(C1=CC=CC=C1)OC1=NC(=CC=C1N1C(C2=CC=C(C=C2C1)C(=O)N1CC2(C1)CCC(CC2)O)=O)OCC2=CC=CC=C2 2-(2,6-bis(benzyloxy)pyridin-3-yl)-5-(7-hydroxy-2-azaspiro[3.5]nonane-2-carbonyl)isoindolin-1-one